2-(3-chlorophenyl)-2-methyl-1-phenylpropyl ((S)-3-(3,4-dichlorophenyl)-1-(((S)-4-(ethylamino)-3,4-dioxo-1-((S)-2-oxopyrrolidin-3-yl)butan-2-yl)amino)-1-oxopropan-2-yl)carbamate ClC=1C=C(C=CC1Cl)C[C@@H](C(=O)N[C@@H](C[C@H]1C(NCC1)=O)C(C(=O)NCC)=O)NC(OC(C(C)(C)C1=CC(=CC=C1)Cl)C1=CC=CC=C1)=O